1,4,8,11-tetraazacyclotetradecaneNglyceryl-3,5,6-trimethylhexanolate N1(C=CNCCCNCCNCCC1)C(C(CC(CC(CC(CC)C)C)[O-])O)O